C(C1=CC=CC=C1)OC1=CC=C(C=C1)C[C@@H](C(=O)OC)NC(CC1CCN(CC1)C(CCC1=CC=C(C=C1)C1=CC=NC=C1)=O)=O Methyl (S)-3-(4-(Benzyloxy)phenyl)-2-(2-(1-(3-(4-(pyridin-4-yl)phenyl)propanoyl)piperidin-4-yl)acetamido)propanoate